1-fluoro-11H-benzo[b]fluorene FC1=CC=CC=2C=3C=C4C(=CC3CC12)C=CC=C4